CN(C1=C(CNC(=O)NC2=CC=CC3=C2OCC(N3)=O)C=CC(=C1)C(F)(F)F)C 1-(2-(dimethylamino)-4-(trifluoromethyl)benzyl)-3-(3,4-dihydro-3-oxo-2H-benzo[b][1,4]oxazin-8-yl)urea